S-methyl-benzothiazol tosylat S(=O)(=O)(O)C1=CC=C(C)C=C1.CS1C=NC2=C1C=CC=C2